tert-butyl N-[1-[(4-cyanophenyl)methyl]-5,5,7-trifluoro-2-oxo-8-(5-pyrrolidin-1-yl-1,3,4-oxadiazol-2-yl)-3,4-dihydro-1-benzazepin-3-yl]carbamate C(#N)C1=CC=C(C=C1)CN1C(C(CC(C2=C1C=C(C(=C2)F)C=2OC(=NN2)N2CCCC2)(F)F)NC(OC(C)(C)C)=O)=O